BrC=1C=C2C(=CN(C2=C(C1)C(C)C)C)C(=O)NC 5-bromo-7-isopropyl-N,1-dimethyl-1H-indole-3-carboxamide